(S)-2-((5-(tert-butyl)-1-(tetrahydrofuran-3-yl)-1H-pyrazol-3-yl)amino)-1-methyl-6-(pyrazolo[1,5-a]pyrazin-3-yloxy)-1H-imidazo[4,5-b]pyridine-7-carbonitrile C(C)(C)(C)C1=CC(=NN1[C@@H]1COCC1)NC=1N(C=2C(=NC=C(C2C#N)OC=2C=NN3C2C=NC=C3)N1)C